FC1=CC=C(C=N1)C=1C(=NC(=CC1)C)N1CCC(CC1)C=1N(C(=NN1)NC)C 5-(1-(6'-fluoro-6-methyl-[3,3'-bipyridin]-2-yl)piperidin-4-yl)-N,4-dimethyl-4H-1,2,4-triazol-3-amine